CC1=C(C=C(C(=C1)C)C(=O)N1CCC(CC1)C1=CC=C(C=C1)OC=1N=NC(=CC1)C(F)(F)F)NS(=O)(=O)CC1=CC=CC=C1 N-(2,4-dimethyl-5-(4-(4-((6-(trifluoromethyl)pyridazin-3-yl)oxy)phenyl)piperidine-1-carbonyl)phenyl)-1-phenylmethanesulfonamide